6-(3-(tert-butyldimethylsilyloxy)pyrrolin-1-yl)pyridine [Si](C)(C)(C(C)(C)C)OC1=CN(CC1)C1=CC=CC=N1